5'-(tert-butyl)-N-(3'-(tert-butyl)-[1,1'-biphenyl]-4-yl)-[1,1':3',1''-terphenyl]-2'-amine C(C)(C)(C)C=1C=C(C(=C(C1)C1=CC=CC=C1)NC1=CC=C(C=C1)C1=CC(=CC=C1)C(C)(C)C)C1=CC=CC=C1